methyl-sulfinate sodium [Na+].CS(=O)[O-]